10-phenylphenothiazine C1(=CC=CC=C1)N1C2=CC=CC=C2SC=2C=CC=CC12